C1(=CC=CC=C1)N(C1=CC23C(C=4C(O2)=CC=2OC=CC2C4)(C4=CC(=CC=C4C=C3)N(C3=CC=C(C=C3)C3=CC=CC=C3)C3=CC=CC=C3)C=3C=CC=CC13)C1=CC=C(C=C1)C1=CC=CC=C1 N5,N11-diphenyl-N5,N11-bis([1,1'-biphenyl]-4-yl)-dinaphtho[1,2-d:1',2'-d]benzo[1,2-b:5,4-b']difuran-5,11-diamine